ClC=1C=C(O[C@@H]2C[C@H](C2)C(=O)NCC2=C(C(=C(C=C2)C(F)(F)F)C=2NC(C=C(N2)C(F)(F)F)=O)F)C=CC1 trans-3-(3-chlorophenoxy)-N-{2-fluoro-3-[6-oxo-4-(trifluoromethyl)-1,6-dihydropyrimidin-2-yl]-4-(trifluoromethyl)benzyl}cyclobutane-1-carboxamide